C(C)(C)(C)OC(=O)N1CCC2=C(CC1)C=C(C=C2)Br 7-bromo-1,2,4,5-tetrahydro-3H-benzo[d]azepine-3-carboxylic acid tert-butyl ester